4-(4-fluoro-1-((5-methoxy-7-methyl-1H-indol-4-yl)methyl)-4-methylpiperidin-2-yl)benzoic acid FC1(CC(N(CC1)CC1=C2C=CNC2=C(C=C1OC)C)C1=CC=C(C(=O)O)C=C1)C